(3,3-dimethyl-2-oxo-1-(3-oxocyclobutyl)-2,3-dihydro-1H-pyrrolo[3,2-b]pyridin-6-yl)boronic acid CC1(C(N(C=2C1=NC=C(C2)B(O)O)C2CC(C2)=O)=O)C